FC1(C[C@H]2[C@H]([C@H]([C@@H]1CC2)C(=O)O)NC2=NC(=NN1C2=CC=C1)C1=CNC2=NC=C(C=C21)F)F (1S,2S,3R,4S)-6,6-difluoro-3-((2-(5-Fluoro-1H-pyrrolo[2,3-b]pyridin-3-yl)pyrrolo[2,1-F][1,2,4]triazin-4-yl)amino)bicyclo[2.2.2]octane-2-carboxylic acid